((3aS,6aR)-5-(5-chloro-2-((1-(methyl-d3)-1H-pyrazol-4-yl)amino)pyrimidin-4-yl)-3a-methylhexahydropyrrolo[3,4-c]pyrrol-2(1H)-yl)-3-oxopropanenitrile ClC=1C(=NC(=NC1)NC=1C=NN(C1)C([2H])([2H])[2H])N1C[C@@H]2[C@](C1)(CN(C2)C(C#N)C=O)C